C(C)(C)(C)OC(N[C@H](C(=O)NC=1C=NC(=C(C1C(O)C1=C(C=CC=C1F)Cl)Cl)C(F)(F)F)C)=O N-[(1S)-2-[[5-chloro-4-[(2-chloro-6-fluoro-phenyl)-hydroxy-methyl]-6-(trifluoromethyl)-3-pyridinyl]amino]-1-methyl-2-oxo-ethyl]carbamic acid tert-butyl ester